(R)-(3-aminopiperidin-1-yl)(2-(6-(cyclopropylmethyl)-1-methyl-1,6-dihydropyrrolo[2,3-c]pyrazol-5-yl)-7-methoxy-1-methyl-1H-benzo[d]imidazol-5-yl)methanone hydrochloride Cl.N[C@H]1CN(CCC1)C(=O)C1=CC2=C(N(C(=N2)C2=CC3=C(N(N=C3)C)N2CC2CC2)C)C(=C1)OC